(5-(2-fluorophenyl)-4H-1,2,4-triazol-3-yl)methanol FC1=C(C=CC=C1)C=1NC(=NN1)CO